propylene glycol tricaprylate C(CCCCCCC)(=O)O.C(CCCCCCC)(=O)O.C(CCCCCCC)(=O)O.C(C(C)O)O